CC=1C=CC=C2C3C(NC12)C1C2=C(C(N1CC3)=O)C=CC=C2 12-Methyl-7,8,8a,13,13a,13b-hexahydro-5H-benzo[1,2]indolizino[8,7-b]indol-5-one